2-ethylhexyl 3-((5-cyclopropyl-5H-pyrrolo[3,2-d]pyrimidin-2-yl)thio)propionate C1(CC1)N1C=CC=2N=C(N=CC21)SCCC(=O)OCC(CCCC)CC